ClC1=NC=CC(=C1)C=1C=C(C=CC1C)C1=C(C(=O)N)C=CC=C1C (3-(2-chloropyridin-4-yl)-4-methylphenyl)-3-methylbenzamide